C(=O)(O)OON=O The molecule is a carbon oxoacid that is carbonic acid in which one of the hydrogens is replaced by a nitrosoxy group. At physiological pH, nitrosoperoxycarbonic acid is highly unstable, rapidly decomposing to give CO2, NO2, and hydroxyl radicals. It is a carbon oxoacid, a nitroso compound and an organic peroxide. It is a conjugate acid of a nitrosoperoxycarbonate(1-).